9-{[4-(1-methylethyl)phenyl]sulfanyl}-3,4-dihydropyrido[2,1-c][1,2,4]thiadiazine 2,2-dioxide CC(C)C1=CC=C(C=C1)SC1=CC=CN2C1=NS(CC2)(=O)=O